ClC1=C2C=CNC2=CC(=C1)NC1=CC(=CC(=N1)C#N)NC=1C=NC(=CC1)OCC(F)(F)F 6-[(4-chloro-1H-indol-6-yl)amino]-4-{[6-(2,2,2-trifluoroethoxy)pyridin-3-yl]amino}pyridine-2-carbonitrile